N-[(3aS,6aR)-5-methyl-2,3,3a,4,6,6a-hexahydro-1H-cyclopenta[c]pyrrol-5-yl]formamide CC1(C[C@H]2[C@H](CNC2)C1)NC=O